N-(3-methoxybenzyl)-N-(4-(4-methylpiperazin-1-yl)benzyl)-2-(piperidin-1-ylmethyl)pyridin-4-amine COC=1C=C(CN(C2=CC(=NC=C2)CN2CCCCC2)CC2=CC=C(C=C2)N2CCN(CC2)C)C=CC1